tert-butyl N-[2-[[[(2S)-2-benzyloxy-2-(trifluoromethyl)pent-4-enoyl]amino]carbamoyl]-6-(1,1-dimethylpent-4-enylamino)-5-(trifluoromethyl)-3-pyridyl]carbamate C(C1=CC=CC=C1)O[C@](C(=O)NNC(=O)C1=NC(=C(C=C1NC(OC(C)(C)C)=O)C(F)(F)F)NC(CCC=C)(C)C)(CC=C)C(F)(F)F